1-(4-chloro-1,3,5-triazin-2-yl)-3,3,5-trimethyl-2,3-dihydro-1H-pyrrolo[3,2-b]pyridine ClC1=NC(=NC=N1)N1CC(C2=NC(=CC=C21)C)(C)C